C(C=C)(=O)OCCCC1CCCCC1 3-cyclohexylpropyl acrylate